NC=1N=NN(N1)CCOC1=CC(=C2CC(CC2=C1)C=O)F 6-[2-(5-aminotetrazol-2-yl)ethoxy]-4-fluoro-indane-2-carbaldehyde